CS(=O)(=O)CC1=CC=C(C=N1)NC=1N=CC2=C(N1)CN(CC2)C(=O)OC(C)(C)C tert-butyl 2-{[6-(methanesulfonylmethyl)pyridin-3-yl]amino}-5H,6H,7H,8H-pyrido[3,4-d]pyrimidine-7-carboxylate